4-(2-acryloyl-2,6-diazaspiro[3.4]octan-6-yl)-2-(3-hydroxypiperidin-1-yl)-6-(5-methyl-1H-indazol-4-yl)pyrimidine-5-carbonitrile C(C=C)(=O)N1CC2(C1)CN(CC2)C2=NC(=NC(=C2C#N)C2=C1C=NNC1=CC=C2C)N2CC(CCC2)O